C1(CC1)C1=CC(=C(C=C1)C=1C(C(=CN(C1)CC1CCOCC1)C(=O)O)=O)F 5-(4-cyclopropyl-2-fluorophenyl)-4-oxo-1-(tetrahydro-2H-pyran-4-ylmethyl)-1,4-dihydropyridine-3-carboxylic acid